C(CCCCCCCCCCC)NC1=CC=CC=C1.[Na] sodium dodecyl-aniline